6-(3-(dimethylamino)-4-methoxybenzyl)-5-methyl-2-phenyl-3-(piperidin-1-yl)pyrazolo[1,5-a]pyrimidin-7(4H)-one CN(C=1C=C(CC2=C(NC=3N(C2=O)N=C(C3N3CCCCC3)C3=CC=CC=C3)C)C=CC1OC)C